2-(Difluoromethyl)-2',3'-dimethyl-[1,1'-biphenyl]-4-carboxylic acid methyl ester COC(=O)C1=CC(=C(C=C1)C1=C(C(=CC=C1)C)C)C(F)F